[Hf].N1=C(C=CC=C1)N pyridinylamine hafnium